FC(C1=CC=C(C=C1)C=NCC(C)(F)F)(C1=CC=CC=C1)F 1-{4-[Difluoro(phenyl)methyl]phenyl}-N-(2,2-difluoropropyl)methanimine